C(C)(C)(C)OC(=O)N[C@H]1C\C=C/C[C@H]2N(C1=O)[C@@H](C[C@H]2O)C(=O)OC Methyl (1R,3S,6S,10aR,Z)-6-((tert-butoxycarbonyl)amino)-1-hydroxy-5-oxo-1,2,3,5,6,7,10,10a-octahydropyrrolo[1,2-a]azocine-3-carboxylate